COC=1C=2N(C=C(C1)C=1C=NN(C1C)C1CCNCC1)N=CC2 4-methoxy-6-[5-methyl-1-(4-piperidinyl)pyrazol-4-yl]pyrazolo[1,5-a]pyridine